NC1=NC(=NC(=C1C(=O)O)C)C=1C=C2CCC(C2=CC1O)(C)C 4-amino-2-(6-hydroxy-1,1-dimethyl-2,3-dihydro-1H-inden-5-yl)-6-methylpyrimidine-5-carboxylic acid